1-(2-benzyl-4-methylphenyl)-3-(4-methylpiperazin-1-yl)propan-2-ol C(C1=CC=CC=C1)C1=C(C=CC(=C1)C)CC(CN1CCN(CC1)C)O